OCCS(=O)C=1C=C(C(=O)OC)C=CC1C methyl 3-((2-hydroxyethyl)sulfinyl)-4-methylbenzoate